2-chloro-N-(methylsulfonyl)-4-morpholinofuro[3,2-d]pyrimidine-6-carboxamide ClC=1N=C(C2=C(N1)C=C(O2)C(=O)NS(=O)(=O)C)N2CCOCC2